C(CCCCCCC\C=C/C\C=C/C\C=C/CC)(=O)OC methyl α-linolenate